C1NC=CC2C1CC=C2 2,4a,7,7a-tetrahydro-1H-cyclopenta[c]pyridine